C(C1=CC=CC=C1)C1=C(C(C=C1)([Zr]CCCC)CC1=CC=CC=C1)CC1=CC=CC=C1 tribenzyl-n-butylcyclopentadienyl-zirconium